N1(CCNCC1)C1=CC=C(NC2=NC=CC(=N2)N2C=C(C3=CC=CC=C23)C(=O)N)C=C1 1-[2-(4-piperazin-1-yl-anilino)-pyrimidin-4-yl]-1H-indole-3-carboxamide